methyl N-methyl-N-(1-(((S)-1-methylaziridin-2-yl) sulfonyl) azetidine-3-carbonyl)-L-valinate CN([C@@H](C(C)C)C(=O)OC)C(=O)C1CN(C1)S(=O)(=O)C1[N@](C1)C